BrC1=C(C=C(S1)C1=CC=C(C2=NSN=C21)C=2SC(=C(C2)CCCCCCCC(CCCCCCCCCC)CCCCCCCC)Br)CCCCCCCC(CCCCCCCCCC)CCCCCCCC 4,7-bis(5-bromo-4-(8-octyloctadecyl)thiophen-2-yl)benzo[C][1,2,5]thiadiazole